C(CCCC)C1C(CCC1)=COC(C(=O)OC)C (±)-methyl 2-((2-pentylcyclopentylidene)methoxy)propanoate